CC1(N(C[C@H](C1)CCCNC1=NC(=CC=C1)S(=O)(=O)C)C(=O)OC(C)(C)C)C tert-butyl (4S)-2,2-dimethyl-4-[3-[(6-methylsulfonyl-2-pyridyl)amino]propyl]pyrrolidine-1-carboxylate